FC(OC1=CC=C(C=C1)C(C)N1N=CC2=C(C=CC(=C12)C(=O)OC)C#CC)F methyl 1-(1-(4-(difluoromethoxy) phenyl) ethyl)-4-(propan-1-yn-1-yl)-1H-indazole-7-carboxylate